[(1S)-2-(5-bromo-4-methoxycarbonyl-pyridin-1-ium-2-yl)oxy-1-methyl-ethyl]ammonium BrC=1C(=CC(=[NH+]C1)OC[C@H](C)[NH3+])C(=O)OC